N[C@H](C([2H])([2H])[2H])C=1C(=C(C=CC1)C(CO)(F)F)F 2-[3-[(1R)-1-amino-2,2,2-trideuterio-ethyl]-2-fluoro-phenyl]-2,2-difluoro-ethanol